FC1=C(C(=O)O)C=CC(=C1)C1(NC(NC1=O)=O)C 2-fluoro-4-(4-methyl-2,5-dioxoimidazolidin-4-yl)benzoic acid